1,2-propanediol dinitrate [N+](=O)([O-])OCC(C)O[N+](=O)[O-]